(S)-3-(3-(2-(5H-Pyrrolo[2,3-b]pyrazin-7-yl)thiazol-4-yl)phenyl)-3-hydroxy-1-(2,2,2-trifluoroethyl)pyrrolidin-2-one N1=C2C(=NC=C1)NC=C2C=2SC=C(N2)C=2C=C(C=CC2)[C@@]2(C(N(CC2)CC(F)(F)F)=O)O